(S)-N-(1-(6,7-difluoro-4-oxo-3,4-dihydrophthalazin-1-yl)ethyl)-N,3-dimethyl-1H-indole-2-carboxamide FC=1C=C2C(NN=C(C2=CC1F)[C@H](C)N(C(=O)C=1NC2=CC=CC=C2C1C)C)=O